(R)-4-(6-(6-fluoroquinazolin-4-yl)-5,6,7,8-tetrahydro-1,6-naphthyridin-3-yl)-2-phenylmorpholine FC=1C=C2C(=NC=NC2=CC1)N1CC=2C=C(C=NC2CC1)N1C[C@H](OCC1)C1=CC=CC=C1